neodymium (1-methylheptyl) ((2-ethylhexyl) phosphonate) C(C)C(CP(OC(CCCCCC)C)([O-])=O)CCCC.[Nd+3].CC(CCCCCC)OP([O-])(=O)CC(CCCC)CC.CC(CCCCCC)OP([O-])(=O)CC(CCCC)CC